FC1=CC=CC2=C1N(C(=N2)C=2C(=NON2)N)CC2=CC(=NC=C2)OC 4-(7-fluoro-1-((2-methoxypyridin-4-yl)methyl)-benzoimidazol-2-yl)-1,2,5-oxadiazol-3-amine